chloro-2-(1-methylazetidin-3-yl)-2H-pyrazolo[4,3-c]pyridine ClC=1N(N=C2C1C=NC=C2)C2CN(C2)C